S1C=NC2=C1OCCN2 thiaazolomorpholine